ClC=1N=C(SC1C(=O)C1=NC(=NO1)C)NC1=CC=C(C=C1)F [4-chloro-2-(4-fluoroanilino)-1,3-thiazol-5-yl](3-methyl-1,2,4-oxadiazol-5-yl)methanone